6-(4-Chloro-3-fluorophenyl)-3-(methoxymethyl)-4-oxo-4,5-dihydropyrazolo[1,5-a]pyrazine-2-carboxylic acid ClC1=C(C=C(C=C1)C=1NC(C=2N(C1)N=C(C2COC)C(=O)O)=O)F